C(C)(C)(C)OC(NCC(C1SCCCS1)=NNC(N)=S)=O tert-butyl-(2-(2-carbamothioylhydrazineylidene)-2-(1,3-dithian-2-yl)ethyl)carbamate